FC1=CC=C(C=C1)N1C(N(N=C(C1=O)C(=O)C1=C(CCCC1=O)O)C)=O 4-(4-fluorophenyl)-6-(2-hydroxy-6-oxo-1-cyclohexene-1-carbonyl)-2-methyl-1,2,4-triazine-3,5(2H,4H)-dione